Cl.FC=1C=C(C=CC1)CN1N=CC2=NC=C(C=C21)C2=CC(=CC=C2)C(F)(F)F 1-[(3-Fluorophenyl)methyl]-6-[3-(trifluoromethyl)phenyl]pyrazolo[4,3-b]pyridine hydrochloride salt